COC(=O)C1=CC2=C(C(N(C=C2Br)C)=O)S1.FC(C1=CC=C(C=N1)[C@H]1CC(CCC1)=O)(F)F (R)-3-(6-(trifluoromethyl)pyridin-3-yl)cyclohexanone methyl-4-bromo-6-methyl-7-oxo-6,7-dihydrothieno[2,3-c]pyridine-2-carboxylate